3,4-dihydronaphthyridine-2-one N1C(CCC2=CC=CN=C12)=O